CN1N=CC=C1B(O)O (2-methylpyrazol-3-yl)boronic acid